C(C1=CC=CC=C1)C(C1=CC=CC=C1)(C)CC1=CC=CC=C1 dibenzylmethyltoluene